4-(3,5-dimethylpiperazin-1-yl)-2-((tetrahydro-2H-pyran-4-yl)amino)benzamide CC1CN(CC(N1)C)C1=CC(=C(C(=O)N)C=C1)NC1CCOCC1